3-(4-fluorophenyl)-1-methyl-1H-pyrazole-5-carboxylic acid FC1=CC=C(C=C1)C1=NN(C(=C1)C(=O)O)C